NC(=NC(=S)N)N 1-(diaminomethylene)thiourea